C(OC1=C(C=C(C=C1)F)F)(OCC[C@H]1CCC2[C@@]1(CCC1[C@]3(C=CC(NC3CCC12)=O)C)C)=O 2,4-difluorophenyl (2-((4aR,6aR,7R)-4a,6a-dimethyl-2-oxo-2,4a,4b,5,6,6a,7,8,9,9a,9b,10,11,11a-tetradecahydro-1H-indeno[5,4-f]quinolin-7-yl)ethyl) carbonate